Cl.C(C1=CC=CC=C1)C1=NC=CC=C1 benzyl-pyridine, hydrochloride